ClC=1C=C2C(OCC=3N=C(C=CC3C3=CC=C(C(NS(C(C1OC)=C2)(=O)=O)=C3)OC)F)=O 13-chloro-5-fluoro-14,19-dimethoxy-16,16-dioxo-9-oxa-16λ6-thia-6,17-diazatetracyclo[16.3.1.111,15.02,7]tricosa-1(21),2(7),3,5,11,13,15(23),18(22),19-nonaen-10-one